6-mercapto-1,3-dimethylpyrimidine-2,4(1H,3H)-dione SC1=CC(N(C(N1C)=O)C)=O